dihydroxyl-lauric acid OC(C(=O)O)(CCCCCCCCCC)O